C(#C)C=1C(=CC=C2C=CC=C(C12)C1=C(C=2N=CN=C3C2C(=N1)OCCC1N3CC3CCC1N3C(=O)[O-])F)F 2-(8-ethynyl-7-fluoronaphthalen-1-yl)-1-fluoro-5,6,6a,7,8,9,10,11-octahydro-4-oxa-3,11a,12,14,15-pentaaza-7,10-methanocyclohepta[4,5]cycloocta[1,2,3-de]naphthalene-15-carboxylate